FC=1C=CC(=NC1N1N(C(C=2C1=NC(=NC2)NC2=CC=C1CCNCC1=C2)=O)C(C)C)C(C#N)(C)C 2-(5-fluoro-6-(2-isopropyl-3-oxo-6-(1,2,3,4-tetrahydroisoquinolin-7-ylamino)-2,3-dihydro-1H-pyrazolo[3,4-d]pyrimidin-1-yl)pyridin-2-yl)-2-methylpropanenitrile